FC=1C=C2C=NN(C2=C(C1O)F)C1=CC=C(C=C1)OC1CCN(CC1)S(=O)(=O)C 5,7-Difluoro-1-(4-((1-(methylsulfonyl)piperidin-4-yl)oxy)phenyl)-1H-indazol-6-ol